C1(CC1)C1=CC=2N(C=C1)N=CC2C(=O)O 5-cyclopropylpyrazolo[1,5-a]pyridine-3-carboxylic acid